N1C[C@@H](CCC1)C(=O)OCC ethyl (R)-piperidine-3-carboxylate